C(C)(C)(C)OC(=O)N[C@@H](CC(=O)OCC)C=1C=C(C=C(C1F)F)C1=C(C=C(C=C1C)F)O Ethyl (S)-3-((tert-butoxycarbonyl)amino)-3-(4,4',5-trifluoro-2'-hydroxy-6'-methyl-[1,1'-biphenyl]-3-yl)propanoate